NC[C@@H]1OC(N2[C@@H]1COC1=C2C=CC(=C1)S(=O)(=O)N1CCN(CC1)C1=NC(=CC(=C1)S(=O)(=O)C1=CC=C(C=C1)N)Cl)=O trans-3-(aminomethyl)-7-[4-[4-(4-aminophenyl)sulfonyl-6-chloro-2-pyridyl]piperazin-1-yl]sulfonyl-3a,4-dihydro-3H-oxazolo[4,3-c][1,4]benzoxazin-1-one